1-(5-nitroimidazol-1-yl)-3-morpholinyl-2-propanol [N+](=O)([O-])C1=CN=CN1CC(CN1CCOCC1)O